C(C)OC[C@@]1(CN(CC1)C(C)(C)C=1C=NC(=CC1)C)CCNC(=O)NC1=CC=CC=C1 (S)-1-(2-(3-(ethoxymethyl)-1-(2-(6-methylpyridin-3-yl)propan-2-yl)pyrrolidin-3-yl)ethyl)-3-phenylurea